FC=1C(=NC=CC1)C1=CC=2OCC3N(C2N=C1)CCNC3 3-(3-fluoropyridin-2-yl)-6a,7,9,10-tetrahydropyrazino[1,2-d]pyrido[3,2-b][1,4]oxazin